O1C=CC2=C1C=C(C=C2)C(=O)N2CC1=CC(=C(C(=C1CC2)Cl)C(=O)N[C@H](C(=O)O)CC2=CC(=CC=C2)S(=O)(=O)C)Cl (S)-2-(2-(benzofuran-6-carbonyl)-5,7-dichloro-1,2,3,4-tetrahydroisoquinoline-6-carboxamido)-3-(3-(methylsulfonyl)phenyl)propionic acid